C(C)(C)(C)NS(=O)(=O)N1CC(/C(/CC1)=C/C#CC1=CC(=CC=C1)Cl)(C)C (4E)-N-tert-butyl-4-[3-(3-chlorophenyl)prop-2-yn-1-ylidene]-3,3-dimethylpiperidine-1-sulfonamide